ClC1=NC(=NC=C1C(C(=O)OCC)(CO)C)SC ethyl 2-(4-chloro-2-methylsulfanyl-pyrimidin-5-yl)-3-hydroxy-2-methyl-propanoate